C(C=C)(=O)N1C[C@@H](N(CC1)C1=NC(N2C3=C(C(=C(C=C13)Cl)C1=C(C=C(C(=C1)F)F)F)SC[C@@H]2CN2CCN(CC2)C2CC2)=O)C (3S)-7-((S)-4-acryloyl-2-methylpiperazin-1-yl)-9-chloro-3-((4-cyclopropylpiperazin-1-yl)methyl)-10-(2,4,5-trifluorophenyl)-2H-[1,4]thiazino[2,3,4-ij]quinazolin-5(3H)-one